C1=CC=C(C=C1)CNC(=O)/C(=C/C2=CC(=C(C=C2)O)O)/C#N The molecule is a monocarboxylic acid amide obtained by formal condensation of the carboxy group of (2E)-2-cyano-3-(3,4-dihydroxyphenyl)prop-2-enoic acid with the amino group of benzylamine. It has a role as an EC 2.7.10.2 (non-specific protein-tyrosine kinase) inhibitor, an antioxidant, a STAT3 inhibitor, an anti-inflammatory agent and an apoptosis inducer. It is an enamide, a monocarboxylic acid amide, a nitrile, a member of catechols and a secondary carboxamide.